CNC(=O)C=1SC=C(C1)C N,4-dimethylthiophen-2-carboxamide